C(C)(C)(C)NC(=O)C1=CN=C(O1)C1=CC(=CC=C1)C1=CC(=NN1)C(NC(CC)CC)=O N-(Tert-Butyl)-2-(3-(3-(Pentan-3-Ylcarbamoyl)-1H-Pyrazol-5-yl)Phenyl)Oxazole-5-Carboxamide